C(C1CC(C(C(C1)CCCC(C)C)N)CCCC(C)C)C1CC(C(C(C1)CCCC(C)C)N)CCCC(C)C 4,4'-methylenebis(2,6-bis(4-methylpent-1-yl)cyclohexylamine)